(8S,9aR)-3-amino-8-fluoro-8,9,9a,10-tetrahydro-5H,7H-pyrido[3,2-f]pyrrolo[2,1-c][1,4]oxazepin-5-one NC1=CC=2C(N3[C@@H](COC2N=C1)C[C@@H](C3)F)=O